1-[3-[4-(4-chloro-2-methylsulfonyl-phenyl)phenyl]azetidine-1-carbonyl]piperidine-4-sulfonamide ClC1=CC(=C(C=C1)C1=CC=C(C=C1)C1CN(C1)C(=O)N1CCC(CC1)S(=O)(=O)N)S(=O)(=O)C